3-((2R,3R,4S,5R)-3,4-dihydroxy-5-(hydroxymethyl)tetrahydrofuran-2-yl)-6,7-dihydroxy-7-methyl-6,7-dihydro-3H-imidazo[1,2-a]purin-9(5H)one O[C@H]1[C@@H](O[C@@H]([C@H]1O)CO)N1C=2N=C3N(C(C2N=C1)=O)C(C(N3)O)(C)O